ethyl (S)-3-((tert-butoxycarbonyl)amino)-3-(4'-chloro-2'-((3,4-dimethoxybenzyl)oxy)-4-fluoro-5,6'-dimethyl-[1,1'-biphenyl]-3-yl)propanoate C(C)(C)(C)OC(=O)N[C@@H](CC(=O)OCC)C=1C=C(C=C(C1F)C)C1=C(C=C(C=C1C)Cl)OCC1=CC(=C(C=C1)OC)OC